3-(3,4-dimethoxyphenyl)-5-(piperazin-1-yl)-1,2,4-oxadiazole COC=1C=C(C=CC1OC)C1=NOC(=N1)N1CCNCC1